N-(3-(4-nitrophenyl)prop-2-yn-1-yl)aniline [N+](=O)([O-])C1=CC=C(C=C1)C#CCNC1=CC=CC=C1